FC=1C=C(C=CC1OC1=CC=NC2=CC(=C(N=C12)OC)C)NC(=O)C=1C=NC(=C(C1O)C1=C(C=C(C=C1)F)C)C N-[3-Fluoro-4-[(6-methoxy-7-methyl-1,5-naphthyridin-4-yl)oxy]phenyl]-5-(4-fluoro-2-methylphenyl)-4-hydroxy-6-methylpyridine-3-carboxamide